BrC1=CC=2C=C(C3=CC(=CC=C3C2C=C1)Br)O 2,7-dibromophenanthren-9-ol